(oxybis(4,1-phenylene))bis((4-hydroxyphenyl)methanone) O(C1=CC=C(C=C1)C(=O)C1=CC=C(C=C1)O)C1=CC=C(C=C1)C(=O)C1=CC=C(C=C1)O